[C@H]12OC[C@H](N(C1)C1=CN(CC3=C1N=C(N=C3N[C@H](C)C3=C(C(=CC=C3)C(F)F)F)C)C3(CC3)CF)C2 8-((1R,4R)-2-oxa-5-azabicyclo[2.2.1]heptane-5-yl)-4-(((R)-1-(3-(diFluoromethyl)-2-fluorophenyl)ethyl)amino)-6-(1-(fluoromethyl)cyclopropyl)-2-methylpyrido[4,3-d]pyrimidine